6-(3-(4,4-difluoropiperidine-1-carbonyl)quinolin-8-yl)-2,7-naphthyridin-1(2H)-one FC1(CCN(CC1)C(=O)C=1C=NC2=C(C=CC=C2C1)C=1C=C2C=CNC(C2=CN1)=O)F